3,5-difluoro-4-formyl-benzonitrile FC=1C=C(C#N)C=C(C1C=O)F